C(C)(C)(C)OC(=O)N1CCC(CC1)(O)C1=CC=C2C(C=3N(C=4C=CC=C(C4C(N3)=O)Cl)C2=C1)(C)C.C[Si](C)(C)N(C(C(F)(F)F)=O)[Si](C)(C)C Di(trimethylsilyl)trifluoroacetamide tert-butyl-4-(4-chloro-7,7-dimethyl-5-oxo-5,7-dihydroindolo[1,2-a]quinazolin-10-yl)-4-hydroxypiperidine-1-carboxylate